C(C)N1N=C(C(=C1)C1=C(C=CC=C1)C1C2=C(CN(C1)C(\C=C\CNC1(COC1)C)=O)SC(=C2)C#N)C(F)(F)F (E)-4-(2-(1-Ethyl-3-(trifluoromethyl)-1H-pyrazol-4-yl)phenyl)-6-(4-((3-methyloxetan-3-yl)amino)but-2-enoyl)-4,5,6,7-tetrahydrothieno[2,3-c]pyridine-2-carbonitrile